[Na+].C(=CC1=CC=CC=C1)CC(C(=O)[O-])=C styrene-methacrylic acid-sodium salt